(R,S) or (R,R)-5-(2-hydroxypropan-2-yl)-N'-((3-methyl-1,2,3,5,6,7-hexa-hydrodicyclopenta[b,e]pyridin-8-yl)carbamoyl)thiazole-2-sulfonimidamide OC(C)(C)C1=CN=C(S1)[S@@](=O)(N)=NC(NC1=C2C(=NC3=C1CCC3)[C@H](CC2)C)=O |o1:24|